L-valine benzyl ester p-toluenesulfonate salt CC1=CC=C(C=C1)S(=O)(=O)O.C(C1=CC=CC=C1)OC([C@@H](N)C(C)C)=O